2,5-dipyrrolyl-methyl-1,4-dihydroxybenzene N1C(=CC=C1)C1=C(C=C(C(=C1C)O)C=1NC=CC1)O